3-(3-(2-pyridyl)-4-thiazolinonyl)-N-(4-1-N-pyrazolylbutyl)benzamide N1=C(C=CC=C1)N1C(SC=C1C=1C=C(C(=O)NCCCCN2N=CC=C2)C=CC1)=O